FC(C=1N=C2N(C=C(N=C2)C=2CC=NCC2)C1)(F)F 4-(2-(trifluoromethyl)imidazo[1,2-a]pyrazin-6-yl)-3,6-dihydropyridine